NC1=NC(=C2C(=N1)N(N=C2)CCC2=CC=C(C(=O)NC1=C(C=CC=C1)N)C=C2)C=2OC(=CC2)C 4-(2-(6-amino-4-(5-methylfuran-2-yl)-1H-pyrazolo[3,4-d]pyrimidin-1-yl)ethyl)-N-(2-aminophenyl)benzamide